ClC1=NC=C(C(=C1)N1CCN(CC1)CC[C@@H]1CC[C@H](CC1)N)Cl trans-4-(2-(4-(2,5-dichloropyridin-4-yl)piperazin-1-yl)ethyl)cyclohexan-1-amine